NCC=1C=NC(=NC1)C1=C(C=C(C#N)C=C1)OC=1C=NN(C1)CC(C)C 4-[5-(aminomethyl)pyrimidin-2-yl]-3-[1-(2-methylpropyl)pyrazol-4-yl]oxybenzonitrile